Br.FC1=CC=C(C=2N=C(SC21)N)OC 7-fluoro-4-methoxy-1,3-benzothiazol-2-amine hydrobromide